6-((2-hydroxyethyl)amino)hexyl 4,4-dibutoxybutanoate C(CCC)OC(CCC(=O)OCCCCCCNCCO)OCCCC